C(C)(C)(C)OC(CN1N=NC(=C1)[N+](=O)[O-])=O (4-Nitro-1H-1,2,3-triazol-1-yl)acetic acid tert-butyl ester